COC(C1=C(C=NC=C1)\C=C\C1=CC=C(C=C1)F)=O (E)-3-(4-fluorophenylethenyl)isonicotinic acid methyl ester